FC(C=1OC(=CC1C(=O)NC1=NC(=NS1)CCl)C1=CC(=CC=C1)OC)(F)F 2-(trifluoromethyl)-5-(3-methoxyphenyl)-N-(3-(chloromethyl)-1,2,4-thiadiazol-5-yl)furan-3-Formamide